(2R,4R)-4-[(ethanesulfonyl)amino]-3,3-difluoro-N-[5-fluoro-4-(2,4,6-trifluorophenyl)-1,2-benzoxazol-3-yl]-2-(hydroxymethyl)pyrrolidine-1-carboxamide C(C)S(=O)(=O)N[C@H]1C([C@H](N(C1)C(=O)NC1=NOC2=C1C(=C(C=C2)F)C2=C(C=C(C=C2F)F)F)CO)(F)F